O=C1CC(NC=C1)=O 4-oxo-pyridone